FC(CC=1C=CC(=NC1)C1=CC(=C2C=NC(=NN21)N[C@H]2[C@@H](CN(CC2)S(=O)(=O)C)F)F)F 7-(5-(2,2-difluoroethyl)pyridin-2-yl)-5-fluoro-N-((3R,4R)-3-fluoro-1-(methylsulfonyl)piperidin-4-yl)pyrrolo[2,1-f][1,2,4]triazin-2-amine